4-(2-((2-(trifluoro-methyl)phenyl)sulfonyl)propan-2-yl)piperidine FC(C1=C(C=CC=C1)S(=O)(=O)C(C)(C)C1CCNCC1)(F)F